Diethyltin C(C)[Sn]CC